(1R,2R)-2-(3,4-difluorophenyl)-1-cyclopropanecarboxylate FC=1C=C(C=CC1F)[C@H]1[C@@H](C1)C(=O)[O-]